ClC1=CC=C(C(=O)NC=2C=C(C(=O)NCC3=C(C=CC=C3)CN(CC)CC)C=CC2)C=C1 3-(4-chlorobenzamido)-N-(2-((diethylamino)methyl)benzyl)benzamide